di-tert-butyl-(methyl)phosphine tetrafluoroborate F[B-](F)(F)F.C(C)(C)(C)P(C)C(C)(C)C